C(C1=CC=CC=C1)C(CN(CC)CC)Cl benzyl-(chloro)triethylamine